9-(4-methoxy-2-methylphenyl)-6-(4,4,5,5-tetramethyl-1,3,2-dioxaborolan-2-yl)-3H-xanthen-3-one COC1=CC(=C(C=C1)C=1C2=CC=C(C=C2OC2=CC(C=CC12)=O)B1OC(C(O1)(C)C)(C)C)C